(5-((p-tolylsulfinyl)methyl)furan-2-yl)methanone C1(=CC=C(C=C1)S(=O)CC1=CC=C(O1)C=O)C